O=C1N(CC2=CC(=CC=C12)C1=CC(=C2C(=N1)C(NC2)=O)CN2CCCC2)C2C(NC(CC2)=O)=O 3-(1-oxO-5-(7-oxo-4-(pyrrolidin-1-ylmethyl)-6,7-dihydro-5H-pyrrolo[3,4-b]pyridin-2-yl)isoindolin-2-yl)piperidine-2,6-dione